C[C@@H]1N(C[C@H](N(C1)C(=O)C1=NC2=CC=C(C=C2C=C1)C(F)(F)F)C)C(=O)OC(C)(C)C tert-butyl (2S,5R)-2,5-dimethyl-4-(6-(trifluoromethyl)quinoline-2-carbonyl)piperazine-1-carboxylate